Br.CC(C(=O)OC1=CC=C2C(=C(CSC2=C1)Br)C=1C=NC(=NC1)OC1CN(CC1)CCCF)(C)C 3-bromo-4-(2-{[1-(3-fluoropropyl)pyrrolidin-3-yl]oxy}pyrimidin-5-yl)-2H-thiochromen-7-yl 2,2-dimethylpropanoate, hydrobromide salt